C(C1=CC=CC=C1)C1=NOC2C(O1)C=CN([C@H]2C2=CC(=CC=C2)C(C)C)C(=O)OC |o1:16| methyl (4R*,8S*,8S*)-3-benzyl-8-(3-isopropylphenyl)-8,8a-dihydropyrido[4,3-e][1,4,2]dioxazine-7(4aH)-carboxylate